(3S,4R)-1-{4-[(8-{3-[(ethanesulfonyl)meth-yl]azetidin-1-yl}-5-(propan-2-yl)-2,7-naphthyridin-3-yl)amino]pyrimidin-2-yl}-3-fluoro-3-methylpiperidin-4-ol C(C)S(=O)(=O)CC1CN(C1)C=1N=CC(=C2C=C(N=CC12)NC1=NC(=NC=C1)N1C[C@]([C@@H](CC1)O)(C)F)C(C)C